(3R)-4-(9H-fluoren-9-yl-methoxycarbonyl)morpholin-3-carboxylic acid C1=CC=CC=2C3=CC=CC=C3C(C12)COC(=O)N1[C@H](COCC1)C(=O)O